N1(CCOCC1)C(=O)OC(C=C)=O Acryloyl MorpholineAt